(1,10-phenanthroline-5-yl)boronic acid N1=CC=CC2=C(C=C3C=CC=NC3=C12)B(O)O